(1R,3S)-3-(3-((1,1-dioxido-2,3-dihydrobenzo[d]isothiazol-5-yl)amino)-4-fluoro-1H-pyrazol-5-yl)cyclopentyl isopropylcarbamate C(C)(C)NC(O[C@H]1C[C@H](CC1)C1=C(C(=NN1)NC=1C=CC2=C(CNS2(=O)=O)C1)F)=O